1,2,3,4-O-tetranonanoyl-xylitol C(CCCCCCCC)(=O)C([C@](O)([C@@](O)([C@H](OC(CCCCCCCC)=O)CO)C(CCCCCCCC)=O)C(CCCCCCCC)=O)O